(+/-)-trans-methyl 3-((2-(5-fluoro-1-tosyl-1H-pyrrolo[2,3-b]pyridin-3-yl)-6-(5-nitrofuran-2-yl) pyrimidin-4-yl)amino)bicyclo[2.2.2]octane-2-carboxylate FC=1C=C2C(=NC1)N(C=C2C2=NC(=CC(=N2)NC2C(C1CCC2CC1)C(=O)OC)C=1OC(=CC1)[N+](=O)[O-])S(=O)(=O)C1=CC=C(C)C=C1